1-methyl-2-oxopyrrolidine-3-carboxylic acid CN1C(C(CC1)C(=O)O)=O